C1(=CC=CC=2C3=CC=CC=C3NC12)C1=NN=NC=C1 carbazolyl-triazine